diethoxy(2-isocyanatoethyl)methylsilane C(C)O[Si](C)(CCN=C=O)OCC